P(=O)(O)(O)C(C(C=O)(O)P(=O)(O)O)(O)P(=O)(O)O triphosphoglyceraldehyde